3-chloro-N-((2-(6-((cis)-2,6-dimethylmorpholino)-4-fluoropyridin-2-yl)-1,6-naphthyridin-7-yl)methyl)-5-(methylsulfonyl)benzamide ClC=1C=C(C(=O)NCC2=NC=C3C=CC(=NC3=C2)C2=NC(=CC(=C2)F)N2C[C@@H](O[C@@H](C2)C)C)C=C(C1)S(=O)(=O)C